CS(=O)(=N[C@@H]1CN(C[C@@H](C1)C)C1=NC(=NC=C1)C1=CN=C2N1C=C(C=C2)OC2=CC=CC=C2)C dimethyl({[(3S,5R)-5-methyl-1-(2-{6-phenoxyimidazo[1,2-a]pyridin-3-yl}pyrimidin-4-yl)piperidin-3-yl]imino})-λ6-sulfanone